N-(2-aminoethyl)-aminomethyl-triethoxysilane NCCNC[Si](OCC)(OCC)OCC